3-methoxypropyltrimethoxysilane COCCC[Si](OC)(OC)OC